FC(C(\C=C(/N)\C1=CC=CC=C1)=N)(C(C(C(C(C(C(F)(F)F)(F)F)(F)F)(F)F)(F)F)(F)F)F (Z)-4,4,5,5,6,6,7,7,8,8,9,9,10,10,10-pentadecafluoro-3-imino-1-phenyl-1-decen-1-amine